ClC=1C=C(C=C(C1)Cl)/C=C/C(C)=O (E)-4-(3,5-dichlorophenyl)but-3-en-2-one